3-(3-(4-(3-(aminomethyl)phenyl)piperidine-1-carbonyl)phenoxy)-1-((3S,4R)-3,4-dihydroxypyrrolidin-1-yl)propan-1-one NCC=1C=C(C=CC1)C1CCN(CC1)C(=O)C=1C=C(OCCC(=O)N2C[C@@H]([C@@H](C2)O)O)C=CC1